C(#N)C1=NC=CC(=C1)C1=CN=C(O1)C(=O)N1[C@@H]2[C@@H](CC1)[C@@H](N(C2)C#N)C (3aS,4S,6aR)-1-(5-(2-cyanopyridin-4-yl)oxazole-2-carbonyl)-4-methylhexahydropyrrolo[3,4-b]pyrrole-5(1H)-carbonitrile